17-[(2R,5S)-5-propan-2-yloctan-2-yl]-2,3,4,7,8,9,11,12,14,15,16,17-dodecahydro-1H-cyclopenta[a]phenanthren-3-ol CC(C)[C@H](CC[C@@H](C)C1CCC2C3CCC=4CC(CCC4C3CCC12)O)CCC